4-AMINO-6-CHLORO-5-PYRIMIDINECARBALDEHYDE NC1=NC=NC(=C1C=O)Cl